tert-Butyl (2R,5S)-4-(7-(4-cyanopyridin-2-yl)-5-(1H-pyrazol-1-yl)-7H-pyrrolo[2,3-d]pyrimidin-4-yl)-2,5-dimethylpiperazine-1-carboxylate C(#N)C1=CC(=NC=C1)N1C=C(C2=C1N=CN=C2N2C[C@H](N(C[C@@H]2C)C(=O)OC(C)(C)C)C)N2N=CC=C2